4-Bromo-1-(((3R,4R) and (3S,4S)-3,4-difluorocyclopentyl)methyl)-1H-pyrazole BrC=1C=NN(C1)CC1C[C@H]([C@@H](C1)F)F |r|